O=C1NC(CCC1N1C(C2=CC=CC(=C2C1=O)NCC1=CC=C(C=C1)CN1CC(C1)C1=CC(=CC=C1)F)=O)=O 2-(2,6-dioxopiperidin-3-yl)-4-(4-((3-(3-fluorophenyl)azetidin-1-yl)methyl)benzylamino)isoindoline-1,3-dione